(E)-4-(6-(2-(3-methylbenzylidene)hydrazinyl)-9-(3-methylisothiazol-5-yl)-9H-purin-2-yl)morpholine CC=1C=C(\C=N\NC2=C3N=CN(C3=NC(=N2)N2CCOCC2)C2=CC(=NS2)C)C=CC1